ClC1=C(OCC2=NC=CC(=C2)CC2CN(C2)CC2=NC3=C(N2CC2=CN=CN2CC)C=C(C=C3)C(=O)O)C=CC(=C1)Cl 2-{[3-({2-[(2,4-dichlorophenoxy)methyl]pyridin-4-yl}methyl)azetidin-1-yl]methyl}-1-[(1-ethyl-1H-imidazol-5-yl)methyl]-1H-1,3-benzodiazole-6-carboxylic acid